bis(2,4-dimethylpentadieneyl)ruthenium CC(=C[Ru]C=C(C=C(C)C)C)C=C(C)C